C(C)(C)(C)OC(=O)N1[C@@H](CN(CC1)CC1=NC=C(C=C1F)F)C (R)-4-((3,5-difluoropyridin-2-yl)methyl)-2-methylpiperazine-1-carboxylic acid tert-butyl ester